N1(CC1)CC(C1=CC(=CC=C1)Cl)N1C(C=C(C=C1)C1=CNC2=NC=C(C=C21)N2CCOCC2)=O 1-(2-(aziridin-1-yl)-1-(3-chlorophenyl)ethyl)-4-(5-morpholinyl-1H-pyrrolo[2,3-b]pyridin-3-yl)pyridin-2(1H)-one